potassium perfluorooctadecanoate FC(C(=O)[O-])(C(C(C(C(C(C(C(C(C(C(C(C(C(C(C(C(F)(F)F)(F)F)(F)F)(F)F)(F)F)(F)F)(F)F)(F)F)(F)F)(F)F)(F)F)(F)F)(F)F)(F)F)(F)F)(F)F)F.[K+]